4-(Methyl (2S)-4-ethynylpiperidin-2-yl)benzoate CN1[C@@H](CC(CC1)C#C)C1=CC=C(C(=O)[O-])C=C1